ICB1OC(C(O1)(C)C)(C)C 2-(iodomethyl)-4,4,5,5-tetramethyl-1,3,2-Dioxaborolane